azobisisoheptanenitrile N(=NC(C#N)CCC(C)C)C(C#N)CCC(C)C